C(#N)C1(C2=CCC(C1)C2)CC 2-cyano-2-ethylnorbornene